3-[2-(2,8-diazaspiro[3.5]nonan-2-yl)pyrimidin-5-yl]-5-[(1R)-1-(3,5-dichloro-4-pyridyl)ethoxy]-1H-indazole C1N(CC12CCCNC2)C2=NC=C(C=N2)C2=NNC1=CC=C(C=C21)O[C@H](C)C2=C(C=NC=C2Cl)Cl